4-[4-(2-cyclohexylsulfanyl-pyridin-3-yl)-2,6-difluoro-phenoxy]-butyric acid ethyl ester C(C)OC(CCCOC1=C(C=C(C=C1F)C=1C(=NC=CC1)SC1CCCCC1)F)=O